(1S,4aS,4bR,6aR,8R,10aS,10bR,12aS)-8-methoxy-8-(methoxymethyl)-12a-methyloctadecahydrochrysen-1-ol CO[C@]1(C[C@H]2CC[C@H]3[C@@H]4CCC[C@@H]([C@]4(CC[C@@H]3[C@H]2CC1)C)O)COC